COC1=CC2=C(C3=C(C(N(C3)[C@@H](C(=O)O)CO)=O)S2)C=C1OC (R)-2-(6,7-dimethoxy-3-oxo-1,3-dihydro-2H-benzo[4,5]thieno[2,3-c]pyrrol-2-yl)-3-hydroxypropanoic acid